ClC1=C(OCC2=NC=CC(=C2)CC2(CCN(CC2)CC2=NC3=C(N2CC2=CN=CN2CC)C=C(C=C3)C(=O)O)C)C=CC(=C1)Cl 2-{[4-({2-[(2,4-dichlorophenoxy)methyl]pyridin-4-yl}methyl)-4-methylpiperidin-1-yl]methyl}-1-[(1-ethyl-1H-imidazol-5-yl)methyl]-1H-1,3-benzodiazole-6-carboxylic acid